ICC1CCC(CC1)C 1-(Iodomethyl)-4-methylcyclohexane